ClC=1C=C2C(=CC1Cl)NC([C@]21CN(CC1)C(=O)[C@@]1(CNCCC1)F)=O (S)-5,6-dichloro-1'-((R)-3-fluoropiperidine-3-carbonyl)spiro[indoline-3,3'-pyrrolidin]-2-one